CC(C(=O)NC1=NC=C(C=C1)C1=NC(=CN=C1)C(F)(F)F)(C)C=1N=C(SC1)NS(=O)(=O)C(C)C 2-methyl-2-(2-(1-methylethylsulfonamido)thiazol-4-yl)-N-(5-(6-(trifluoromethyl)pyrazin-2-yl)pyridin-2-yl)propanamide